2-[2,7-dimethyl-4-({(1R)-1-[2-methyl-3-(trifluoromethyl)phenyl]ethyl}amino)pyrido[2,3-d]pyrimidin-6-yl]-1lambda6,2-thiazolidine-1,1-dione CC=1N=C(C2=C(N1)N=C(C(=C2)N2S(CCC2)(=O)=O)C)N[C@H](C)C2=C(C(=CC=C2)C(F)(F)F)C